4-(5,6-difluorobenzo[d]oxazol-2-yl)-6,7-dihydro-1H-imidazo[4,5-c]pyridin FC=1C(=CC2=C(N=C(O2)C2=NCCC3=C2N=CN3)C1)F